[Cl-].[Cl-].C(C1=CC=CC=C1)C(CC1=CC=CC=C1)=[Zr+2](C1=C(C(=CC=2C3=CC(=C(C=C3CC12)C1=CC=CC2=CC=CC=C12)C(C)(C)C)C(C)(C)C)C1=CC=CC2=CC=CC=C12)C1C=CC=C1 dibenzylmethylene(cyclopentadienyl)(2,7-dinaphthyl-3,6-di-tert-butylfluorenyl)zirconium dichloride